ethyl 2-[4-bromo-3-(morpholin-4-yl)indazol-1-yl]acetate BrC1=C2C(=NN(C2=CC=C1)CC(=O)OCC)N1CCOCC1